4-ethyl-3-(4-methoxyphenyl)pyridin-2-amine C(C)C1=C(C(=NC=C1)N)C1=CC=C(C=C1)OC